tert-butyl (2'S)-2'-methyl-6-(trifluoromethylsulfonyloxy)spiro[isochromane-1,4'-piperidine]-1'-carboxylate C[C@@H]1N(CCC2(C1)OCCC1=CC(=CC=C12)OS(=O)(=O)C(F)(F)F)C(=O)OC(C)(C)C